ClC1=CC=C(OC=2C=NNC2C2=CC=C(C=C2)C(F)(F)F)C=C1 4-(4-Chlorophenoxy)-5-[4-(trifluoromethyl)phenyl]-1H-pyrazole